FC=1C=CC=C2C=C(C=NC12)C1=N[C@H]([C@@H](C=2C(=C(C=CC12)C)C#N)C)C |r| rac-(3S,4R)-1-(8-fluoro-3-quinolyl)-3,4,6-trimethyl-3,4-dihydroisoquinoline-5-carbonitrile